3,5-bis(9H-carbazol-9-yl)-N,N-diphenylaniline C1=CC=CC=2C3=CC=CC=C3N(C12)C=1C=C(N(C2=CC=CC=C2)C2=CC=CC=C2)C=C(C1)N1C2=CC=CC=C2C=2C=CC=CC12